C(CCCCC(C)C)N(C1=CC=CC2=CC=CC=C12)C1=CC=CC=C1 isooctylphenyl-α-naphthylamine